C(C)(=O)C1=C(C2=C(N=C(N=C2)Cl)N(C1=O)C1CCCC1)C 6-acetyl-2-chloro-8-cyclopentyl-5-methylpyrido[2,3-d]pyrimidine-7(8H)-one